Cl[Si](CCC1CC2OC2CC1)(Cl)Cl trichloro[2-(7-oxabicyclo[4.1.0]hept-3-yl)ethyl]silane